BrC(CC=1C=C2C=3C=CC=CC3NC2=CC1)Br 6-dibromoethylcarbazole